N1C(NC=2N=CN(C2C1=O)C(=O)N1C[C@H](OCC1)C(=O)C=1SC(=CN1)C1=NC=CC=C1F)=O 3H-purine-2,6-dion-7-yl(2-(S)-(5-(3-fluoropyridin-2-yl)thiazol-2-carbonyl)-morpholin-4-yl)methanone